3-[[4-(4-fluorophenyl)-7-hydroxy-3-(2-hydroxy-1,1-dimethyl-ethyl)-1-isoquinolinyl]oxy]cyclobutanecarboxylic acid FC1=CC=C(C=C1)C1=C(N=C(C2=CC(=CC=C12)O)OC1CC(C1)C(=O)O)C(CO)(C)C